N-(3-chloro-4-methylphenyl)-2-(methoxymethyl)-6-({[2-(trifluoromethyl)phenyl]carbonyl}amino)-1H-benzoimidazole-4-carboxamide ClC=1C=C(C=CC1C)NC(=O)C1=CC(=CC=2NC(=NC21)COC)NC(=O)C2=C(C=CC=C2)C(F)(F)F